1-bromo-4-(5-chloro-[1,1'-biphenyl]-2-yl)naphthalene BrC1=CC=C(C2=CC=CC=C12)C1=C(C=C(C=C1)Cl)C1=CC=CC=C1